ClC=1C(=C(C=CC1F)[C@H]1[C@@H](O[C@](C1)(C(F)(F)F)C)C(=O)NC1=CC(=NC=C1)C(=O)N)OC 4-((2R,3S,5R)-3-(3-chloro-4-fluoro-2-methoxyphenyl)-5-methyl-5-(trifluoromethyl)tetrahydrofuran-2-carboxamido)picolinamide